OC1=CC=C(C=C1)CCNC(=O)C=1NC2=CC=C(C=C2C1)NC1=NC=CC(=N1)C1=C(N=C(S1)NC)C N-(4-hydroxyphenylethyl)-5-((4-(4-methyl-2-(methylamino)thiazol-5-yl)pyrimidin-2-yl)amino)-1H-indole-2-carboxamide